IC1=NN(C2=CN=CC=C21)COCC[Si](C)(C)C 3-Iodo-1-((2-(trimethylsilyl)ethoxy)methyl)-1H-pyrazolo[3,4-c]pyridine